3,3,3-trifluoro-2,2-dimethylpropionamide FC(C(C(=O)N)(C)C)(F)F